C(C)(=O)NCCS(=O)(=O)O N-Acetyltaurine